C(C)(C)NC1CCC(CC1)=O 4-(isopropylamino)cyclohexanone